6-fluoro-3,3,8-trimethyl-3,4-dihydro-1H-quinoxaline-2-thione FC=1C=C2NC(C(NC2=C(C1)C)=S)(C)C